3-tert-butyl-1-(4-methoxyphenyl)-1H-pyrazol-5-amine C(C)(C)(C)C1=NN(C(=C1)N)C1=CC=C(C=C1)OC